tert-butyl 4-[4-[3-cyano-4-[6-[4-(2-pyridylmethyl)piperazin-1-yl]-3-pyridyl]pyrazolo[1,5-a]pyridin-6-yl]pyrazol-1-yl]piperidine-1-carboxylate C(#N)C=1C=NN2C1C(=CC(=C2)C=2C=NN(C2)C2CCN(CC2)C(=O)OC(C)(C)C)C=2C=NC(=CC2)N2CCN(CC2)CC2=NC=CC=C2